C(CCC)[C@@H]1N[C@H](C2=CC=C(C=C2C1)OC)C1=CC=C(C=C1)NC(C1=CC(=NC=C1)C)=O N-(4-((1S,3S)-3-butyl-6-methoxy-1,2,3,4-tetrahydroisoquinolin-1-yl)phenyl)-2-methylisonicotinamide